3-butylisobenzofuran-1(3H)-one C(CCC)C1OC(C2=CC=CC=C12)=O